7-diethylamino-3-(4'-maleimidylphenyl)-4-methylcoumarin C(C)N(C1=CC=C2C(=C(C(OC2=C1)=O)C1=CC=C(C=C1)N1C(C=CC1=O)=O)C)CC